(cyclopropylmethyl)-1H-indole-3-carbaldehyde C1(CC1)CN1C=C(C2=CC=CC=C12)C=O